3-(2-amino-[1,2,4]triazolo[1,5-a]pyridin-7-yl)-6-chloro-N-(3-(6-chloropyridin-2-yl)-2,2-difluoro-3-hydroxypropyl)-2-fluorobenzamide NC1=NN2C(C=C(C=C2)C=2C(=C(C(=O)NCC(C(O)C3=NC(=CC=C3)Cl)(F)F)C(=CC2)Cl)F)=N1